N[C@H](C)C1=CC=NC2=C(C=C(C=C12)C1=NC(=NC=C1F)NC1CCN(CC1)S(=O)(=O)C1CC1)F |r| (±)-4-(4-(1-aminoethyl)-8-fluoroquinolin-6-yl)-N-(1-(cyclopropylsulfonyl)piperidin-4-yl)-5-fluoropyrimidin-2-amine